(2-(bis(methyl-d3)amino)phenyl)boric acid C([2H])([2H])([2H])N(C1=C(C=CC=C1)OB(O)O)C([2H])([2H])[2H]